C(C)(C)(C)C1=NN(C(=C1)NC(=O)NC1=C(C=C(C=C1)OC1=CC=NC=2NC(C=NC21)=O)SC)CCCN2CCOCC2 (3-(tert-butyl)-1-(3-morpholinopropyl)-1H-pyrazol-5-yl)-3-(2-(methylthio)-4-((3-keto-3,4-dihydropyrido[2,3-b]pyrazin-8-yl)oxy)phenyl)urea